1-(2-(4-(N-(3-fluorobenzyl)-2-methoxybenzoylamino)phenyl)acetyl)piperidine-4-carboxylic acid ethyl ester C(C)OC(=O)C1CCN(CC1)C(CC1=CC=C(C=C1)N(CC1=CC(=CC=C1)F)C(C1=C(C=CC=C1)OC)=O)=O